CC1=C(C(=C(C1(C)[Ir])C)C)C (pentamethyl-cyclopentadienyl)iridium